ethyl 3-[6-[3-(6-methyl-2-pyridyl)-1H-pyrazol-4-yl]-1,5-naphthyridin-3-yl]propanoate CC1=CC=CC(=N1)C1=NNC=C1C=1N=C2C=C(C=NC2=CC1)CCC(=O)OCC